FC(C=1N=C(SC1)CC(=O)N)F (4-(difluoromethyl)thiazol-2-yl)acetamide